1-(4-Cyanophenyl)-N-((1,2,3,5,6,7-hexahydro-s-indacen-4-yl)carbamoyl)methanesulfonamide, Sodium Salt [Na].C(#N)C1=CC=C(C=C1)CS(=O)(=O)NC(NC1=C2CCCC2=CC=2CCCC12)=O